[Si](C)(C)(C(C)(C)C)O[C@H]1[C@@H](O[C@@H]([C@H]1O[Si](C)(C)C(C)(C)C)CSCC=1C(=NOC1C1=CC=CC=C1)C)N1C=C(C2=C1N=CN=C2N)SC2=CC=CC=C2 7-((2R,3R,4R,5S)-3,4-bis((tert-Butyldimethylsilyl)oxy)-5-((((3-methyl-5-phenylisoxazol-4-yl)methyl)thio)methyl)tetrahydrofuran-2-yl)-5-(phenylthio)-7H-pyrrolo[2,3-d]pyrimidin-4-amine